C3-chloromethyl-7-(4-methyl-benzoylamino)-8-oxo-5-oxa-1-aza-bicyclo[4.2.0]oct-2-ene-2-carboxylic acid benzyl ester C(C1=CC=CC=C1)OC(=O)C=1N2C(C(C2OCC1CCl)NC(C1=CC=C(C=C1)C)=O)=O